tert-Butyl [2-(2-azidoethoxy)ethyl]carbamate N(=[N+]=[N-])CCOCCNC(OC(C)(C)C)=O